CC1(OC2=C(C(C1)=O)C(=C(C(=C2)OS(=O)(=O)C2=CC=C(C=C2)C)C(=O)OC)OC)C methyl 2,2-dimethyl-5-methoxy-4-oxo-7-p-methylbenzenesulfonyloxy-2,3-dihydrobenzopyran-6-carboxylate